(2-(1-propyl-2,6-dioxopiperidin-3-yl)-1-oxoisoindolin-4-yl)carbamic acid tert-butyl ester C(C)(C)(C)OC(NC1=C2CN(C(C2=CC=C1)=O)C1C(N(C(CC1)=O)CCC)=O)=O